FC(C=1C=C(C=C(C1)C(F)(F)F)NS(=O)(=O)C1=CC=C(C=C1)C1(CC1)C(F)(F)F)(F)F N-(3,5-bis(trifluoromethyl)phenyl)-4-(1-(trifluoromethyl)cyclopropyl)benzene-sulfonamide